1-(8-bromooctanoyl)-N-[(1S)-1-[(2S,4R)-4-hydroxy-2-[[(1S)-1-[4-(4-methylthiazol-5-yl)phenyl]ethyl]carbamoyl]pyrrolidine-1-carbonyl]-2,2-dimethyl-propyl]piperidine-4-carboxamide BrCCCCCCCC(=O)N1CCC(CC1)C(=O)N[C@@H](C(C)(C)C)C(=O)N1[C@@H](C[C@H](C1)O)C(N[C@@H](C)C1=CC=C(C=C1)C1=C(N=CS1)C)=O